CNC(=O)C1NC(C1)=O N-methyl-4-oxo-azetidine-2-carboxamide